1-(9Z,12Z,15Z-octadecatrienoyl)-2-(9Z-heptadecenoyl)-glycero-3-phospho-(1'-sn-glycerol) CCCCCCC/C=C\CCCCCCCC(=O)O[C@H](COC(=O)CCCCCCC/C=C\C/C=C\C/C=C\CC)COP(=O)(O)OC[C@H](CO)O